[Si](C)(C)(C(C)(C)C)OC1(CC(C1)N1N=CC(=C1C(F)(F)F)C1=C(C(=NO1)C1=C(C(=CC=C1)OC)Cl)CO)C [5-(1-{3-[(tert-butyldimethylsilyl)oxy]-3-methylcyclobutyl}-5-(trifluoromethyl)1H-pyrazol-4-yl)-3-(2-chloro-3-methoxyphenyl)-1,2-oxazol-4-yl]methanol